C(C=C)(=O)OCCCC[Si](OC)(OC)OC acryloyloxybutyl-trimethoxysilane